Ethyl (2-cyano-2-(2-(3,5-dichloro-4-((6-oxo-1-phenyl-1,6-dihydropyridazin-3-yl)oxy) phenyl)hydrazono)acetyl)carbamate C(#N)C(C(=O)NC(OCC)=O)=NNC1=CC(=C(C(=C1)Cl)OC1=NN(C(C=C1)=O)C1=CC=CC=C1)Cl